dimethyl-8-([4-[1-methyl-4-(trifluoromethyl)-1H-imidazol-2-yl]phenyl]methyl)-2-[2-(propan-2-yl)pyridin-3-yl]-6H,7H,8H-pyrimido[5,4-b][1,4]oxazin-7-one CC1(C(N(C2=C(O1)C=NC(=N2)C=2C(=NC=CC2)C(C)C)CC2=CC=C(C=C2)C=2N(C=C(N2)C(F)(F)F)C)=O)C